C(C)(=O)N1CCC(CC1)NC1=NC=CC(=N1)C(=O)NC1CC(C(C1)O)N1CC2=CC=CC=C2CC1 ((1-acetylpiperidin-4-yl)amino)-N-(3-(3,4-dihydro-isoquinolin-2(1H)-yl)-4-hydroxycyclopentyl)pyrimidine-4-carboxamide